C(C)(C)N1N=CN=C1C(=O)O 1-isopropyl-1H-1,2,4-triazole-5-carboxylic acid